(R)-2-(1-((1-methylpiperidin-3-yl)amino)-7,8-dihydro-5H-pyrano[3,4-d]pyridazin-4-yl)phenol CN1C[C@@H](CCC1)NC1=C2C(=C(N=N1)C1=C(C=CC=C1)O)COCC2